2-(Thien-2-yl)ethan-1-ol S1C(=CC=C1)CCO